(S)-(3-(1-amino-1,3-dihydrospiro[inden-2,4'-piperidin]-1'-yl)-6-((2,3-dichlorophenyl)thio)pyrazin-2-yl)methanol N[C@@H]1C2=CC=CC=C2CC12CCN(CC2)C=2C(=NC(=CN2)SC2=C(C(=CC=C2)Cl)Cl)CO